FC1=CC=CC(=C1C=1C(=C2C(=NC1)N(C(N2)=O)[C@H](CS(=O)(=O)C)C2=NC(=C(C=C2)OC)OCC)C)OC (S)-6-(6-fluoro-2-methoxyphenyl)-3-(1-(6-ethoxy-5-methoxypyridin-2-yl)-2-(methylsulfonyl)ethyl)-7-methyl-1H-imidazo[4,5-b]pyridin-2(3H)-one